COC1=CC=C(CN2C(N(C(C=3C2=NNC3)=O)C)=O)C=C1 7-(4-methoxybenzyl)-5-methyl-2,7-dihydro-4H-pyrazolo[3,4-d]pyrimidine-4,6(5H)-dione